3-(2-fluoro-6-methoxy-phenyl)-5-(1-isopropylbenzotriazol-5-yl)-1,2,4-oxadiazole FC1=C(C(=CC=C1)OC)C1=NOC(=N1)C1=CC2=C(N(N=N2)C(C)C)C=C1